3-methoxy-4-dodecyloxystyryl-quinoline COC=1C=C(C=CC2=NC3=CC=CC=C3C=C2)C=CC1OCCCCCCCCCCCC